C1(CCCCC1)C1=C(C(=NC=C1)NCC)N cyclohexyl-N2-Ethyl-pyridine-2,3-diamine